3-triethoxysilyl-N-(1,3-dimethyl-butylidene)propylamine C(C)O[Si](CCCN=C(CC(C)C)C)(OCC)OCC